C1(CCC1)C1=CC=C(C=C1)N1N=C(C=2CN(CCC21)C(=O)OC(C)(C)C)CC(=O)OC tert-butyl 1-(4-cyclobutylphenyl)-3-(2-methoxy-2-oxoethyl)-1,4,6,7-tetrahydro-5H-pyrazolo[4,3-c]pyridine-5-carboxylate